FC=1C(=C(C=C(C1)[N+](=O)[O-])C1SCCCS1)OCC1=CC=C(C=C1)OC 2-(3-fluoro-2-(4-methoxyphenylmethyloxy)-5-nitrophenyl)-1,3-dithiane